C(C(C)C)C=1C=CC(=C(C1)N1CCN(CC1)CC=1C(N(C2=CC=CC=C2N1)C)=O)C=1N=NNN1 3-[[4-[5-isobutyl-2-(2H-tetrazol-5-yl)phenyl]piperazin-1-yl]methyl]-1-methyl-quinoxalin-2-one